benzyl N-[(2-{5-[(1S)-1-{[5-(3,3-difluorocyclobutyl)-4-oxo-1H,4H,5H-pyrazolo[4,3-c]pyridin-7-yl]formamido}ethyl]thiophen-3-yl}phenyl)methyl]-N-methylcarbamate FC1(CC(C1)N1C(C2=C(C(=C1)C(=O)N[C@@H](C)C1=CC(=CS1)C1=C(C=CC=C1)CN(C(OCC1=CC=CC=C1)=O)C)NN=C2)=O)F